ClC1=CC(=C(C(=C1)O)O)C=NC=1C=NC=CC1 5-chloro-3-((pyridin-3-ylimino)methyl)-benzene-1,2-diol